(R)-N-((1R,2R)-1-(3-chloro-4-cyclopropoxyphenyl)-1-hydroxy-3-(pyrrolidin-1-yl)propan-2-yl)-1-(6-(4-chlorophenoxy)pyridin-2-yl)pyrrolidine-3-carboxamide ClC=1C=C(C=CC1OC1CC1)[C@H]([C@@H](CN1CCCC1)NC(=O)[C@H]1CN(CC1)C1=NC(=CC=C1)OC1=CC=C(C=C1)Cl)O